2',2'-difluorodeoxycytidine 5'-phosphate P(=O)(O)(O)OC[C@@H]1[C@H](C([C@@H](O1)N1C(=O)N=C(N)C=C1)(F)F)O